lithium hydroxide, hydrate O.[OH-].[Li+]